17-amino-13-methyl-15-(trifluoromethyl)-19-oxa-3,4,13,18-tetraazatricyclo[12.3.1.12,5]nonadeca-1(18),2,4,9,14,16-hexa-en-6-one NC1=CC(=C2N(CCC=CCCC(C3=NN=C(C1=N2)O3)=O)C)C(F)(F)F